N,N,1,6-tetramethyl-7-oxo-3-(5-(4-(2-oxopyrrolidin-1-yl)phenyl)pyridin-3-yl)-6,7-dihydro-1H-pyrrolo[2,3-c]pyridine-5-carboxamide CN(C(=O)C1=CC2=C(C(N1C)=O)N(C=C2C=2C=NC=C(C2)C2=CC=C(C=C2)N2C(CCC2)=O)C)C